7-chloro-6-fluoro-4-hydroxy-1-(2-isopropyl-4,6-dimethylpyridin-3-yl)-3-nitro-1,8-naphthyridin-2(1H)-one ClC1=C(C=C2C(=C(C(N(C2=N1)C=1C(=NC(=CC1C)C)C(C)C)=O)[N+](=O)[O-])O)F